FC=1C=C(C=CC1P(=O)(O)O)[C@H](C(=O)N[C@@H]1B(OC2=C(C1)C=CC=C2C(=O)O)O)NC(=O)C2=NC=NC=C2 (R)-3-((R)-2-(3-fluoro-4-phosphonophenyl)-2-(pyrimidine-4-carboxamido)acetamido)-2-hydroxy-3,4-dihydro-2H-benzo[e][1,2]oxaborinine-8-carboxylic acid